5-benzoylamino-3-(1-hexyl-1,2,3,6-tetrahydropyridin-4-yl)-1H-indole C(C1=CC=CC=C1)(=O)NC=1C=C2C(=CNC2=CC1)C=1CCN(CC1)CCCCCC